O1CCN(CC1)S(=O)(=O)C1=CC=C(C=C1)S(=O)(=O)N1C[C@@H](CCC1)C(=O)OCC Ethyl (R)-1-((4-(morpholinosulfonyl)phenyl)sulfonyl)piperidine-3-carboxylate